C1(=CC=CC=C1)[Si](C1=CC=CC=C1)(C1=CC=CC=C1)N[Si](C1=CC=CC=C1)(C1=CC=CC=C1)C1=CC=CC=C1 di(triphenylsilyl)amine